tert-butyl (R)-(1-(3-amino-2-(p-tolylamino)pyridine-4-yl)piperidine-3-yl)carbamate NC=1C(=NC=CC1N1C[C@@H](CCC1)NC(OC(C)(C)C)=O)NC1=CC=C(C=C1)C